S(N)([O-])(=O)=O.[Bi+3].S(N)([O-])(=O)=O.S(N)([O-])(=O)=O bismuth sulfamate salt